[N+](=O)([O-])C=CC1=CC=C(C=C1)C1=CC=CC=C1 4-(2-nitrovinyl)-1,1'-biphenyl